Lithium trifluoromethanesulfonimide [N-](S(=O)(=O)C(F)(F)F)S(=O)(=O)C(F)(F)F.[Li+]